CN1N=C(C(=C1)C1=NC=NC2=CC(=C(C=C12)NC(CC)=O)C1=NC=CC=N1)C1=CC=CC=C1 N-(4-(1-methyl-3-phenyl-1H-pyrazol-4-yl)-7-(pyrimidin-2-yl)quinazolin-6-yl)propionamide